(Z)-(1-(4-amino-2-fluorobut-2-en-1-yl)-4-(3-((3,3-difluoropyrrolidin-1-yl)sulfonyl)phenyl)-1H-benzo[d][1,2,3]triazol-6-yl)(pyrrolidin-1-yl)methanone NC\C=C(\CN1N=NC2=C1C=C(C=C2C2=CC(=CC=C2)S(=O)(=O)N2CC(CC2)(F)F)C(=O)N2CCCC2)/F